C(C)(C)(C)N1N=C(C=C1NC(OCC1=CC=CC=C1)=O)[C@H]1C[C@H](CC1)O Benzyl (1-(tert-butyl)-3-((1R,3S)-3-hydroxycyclopentyl)-1H-pyrazol-5-yl)carbamate